2-methylimidazo[1,2-a]pyridine-5-carboxylic acid CC=1N=C2N(C(=CC=C2)C(=O)O)C1